N2-(4-methoxy-3-((1-methylpyrrolidin-2-yl)methoxy)phenyl)-N4-methylpyrimidine-2,4-diamine COC1=C(C=C(C=C1)NC1=NC=CC(=N1)NC)OCC1N(CCC1)C